C(=C)C(O)C1=CC=C(C=C1)C(F)(F)F vinyl-(4-trifluoromethyl-phenyl)methanol